4-((1-methylcyclopropyl)amino)but-2-enamide CC1(CC1)NCC=CC(=O)N